O([C@@H]1[C@H](O)C[C@H](O)[C@H](O1)CO)C Methyl 3-deoxy-α-D-gluco-pyranoside